C1=CC=CC=2C3=CC=CC=C3C(C12)COC(=O)NCC(=O)NCOCC(=O)O [({N-[(9H-Fluoren-9-ylmethoxy)carbonyl]glycyl}amino)methoxy]acetic acid